C(C)(=O)N1CCN(CC1)C1=NC=C(C=N1)N1C(NC2(C1)CCC(CC2)(C2=CC=CC=C2)N(C)C)=O 3-[2-(4-acetyl-piperazin-1-yl)-pyrimidin-5-yl]-8-dimethylamino-8-phenyl-1,3-diazaspiro[4.5]decan-2-one